7-chloro-3'-methyl-1'-[(1-methylpyrazol-4-yl)methyl]spiro[isochromane-1,4'-piperidine] ClC1=CC=C2CCOC3(C(CN(CC3)CC=3C=NN(C3)C)C)C2=C1